(R)-(4-(4-methylpyrazolo[1,5-a]pyridin-2-yl)-6,7-dihydro-1H-imidazo[4,5-c]pyridin-5(4H)-yl)(5-(1-(trifluoromethyl)-1H-pyrazol-3-yl)-1,3,4-oxadiazol-2-yl)methanone CC=1C=2N(C=CC1)N=C(C2)[C@@H]2N(CCC1=C2N=CN1)C(=O)C=1OC(=NN1)C1=NN(C=C1)C(F)(F)F